4-((R)-3-((cyclobutylmethyl)amino)piperidin-1-yl)-1-(1-(4-(5-(dimethyl-amino)pyridin-3-yl)-1H-imidazol-1-yl)ethyl)pyridin-2(1H)-one C1(CCC1)CN[C@H]1CN(CCC1)C1=CC(N(C=C1)C(C)N1C=NC(=C1)C=1C=NC=C(C1)N(C)C)=O